C(C)(=O)C=1NC(=NC1C)NC(C1=CC=CC=C1)=O N-(4-acetyl-5-methyl-3H-imidazol-2-yl)benzamide